(S)-N-((S)-2,6-dioxopiperidin-3-yl)-9-fluoro-1,2,3,4,4a,5-hexahydrobenzo[b]pyrazino[1,2-d][1,4]oxazine-8-carboxamide hydrochloride Cl.O=C1NC(CC[C@@H]1NC(=O)C=1C(=CC2=C(OC[C@H]3N2CCNC3)C1)F)=O